4-(3-ethoxy-3-oxoprop-1-yn-1-yl)piperidine-1-carboxylic acid tert-butyl ester C(C)(C)(C)OC(=O)N1CCC(CC1)C#CC(=O)OCC